C(N)(OCC1(C(CCCC1)=O)C1=C(C=CC=C1)Cl)=O 1-(2-chlorophenyl)-2-oxocyclohexylmethyl carbamate